2-(trifluoromethyl)-isonicotinamide FC(C=1C=C(C(=O)N)C=CN1)(F)F